C(C)(C)(C)N1N=CC(=C1)C(=O)N(C)[C@H]1COCC=2NC(C=3C=C(C(=CC3C21)F)F)=O (R)-1-(tert-butyl)-N-(8,9-difluoro-6-oxo-1,4,5,6-tetrahydro-2H-pyrano[3,4-c]isoquinolin-1-yl)-N-methyl-1H-pyrazole-4-carboxamide